IC1=NN(C2=NC(=CN=C21)N2CC1C(C1CC2)(C2=CC=NN2C)CNC(OCC2=CC=CC=C2)=O)C2OCCCC2 benzyl ((3-(3-iodo-1-(tetrahydro-2H-pyran-2-yl)-1H-pyrazolo[3,4-b]pyrazin-6-yl)-7-(1-methyl-1H-pyrazol-5-yl)-3-azabicyclo[4.1.0]heptan-7-yl)methyl)carbamate